2-(3,5-bis-trifluoromethyl-phenyl)-N-[4-(2,3-dichloro-phenyl)-1-ethyl-1H-pyrazolo[3,4-b]-pyridin-5-yl]-N-methyl-isobutyramide FC(C=1C=C(C=C(C1)C(F)(F)F)C(C(=O)N(C)C=1C(=C2C(=NC1)N(N=C2)CC)C2=C(C(=CC=C2)Cl)Cl)(C)C)(F)F